C[Si](C=1CC2=CC=CC=C2C1)(C1C=CC2=CC=CC=C12)C dimethyl-(1-indenyl)-(2-indenyl)silane